BrC1=C(C=C(C=C1C)OC(F)(F)F)OC 2-bromo-1-methoxy-3-methyl-5-(trifluoromethoxy)benzene